COC=1C=C2C(=CC=NC2=CC1OC)OC1=CC=C(C=C1)NC(=O)C1(CC1)C(=O)NCC1=CC=C(C=C1)F N-(4-{[6,7-Bis(methyloxy)chinolin-4-yl]oxy}phenyl)-N'-[(4-fluorophenyl)methyl]cyclopropan-1,1-dicarboxamid